N1CNCC(=C1)C(=O)N 1,2,3,4-tetrahydropyrimidine-5-carboxamide